C1(=CC(=CC=C1)S(=O)(=O)NN)C1=CC=CC=C1 [1,1'-biphenyl]-3-sulfonohydrazide